Cl.C(C)N(CC)CC triethyl-amine hydrochloride salt